CN1CCN(CC1)CC1=CC=C(/C=C/C2=NNC3=CC(=CC=C23)\C=C/2\C(NCC2C2=CC=CC=C2)=O)C=C1 (E)-3-((3-((E)-4-((4-methylpiperazin-1-yl)methyl)styryl)-1H-indazole-6-yl)methylene)-4-phenylpyrrolidin-2-one